(1S,2S,5R)-N-[2-(3,4-dimethoxyphenyl)ethyl]-1-hydroxy-2-isopropyl-5-methyl-cyclohexanecarboxamide COC=1C=C(C=CC1OC)CCNC(=O)[C@]1([C@@H](CC[C@H](C1)C)C(C)C)O